O1P(OCC1CCCl)(=O)OP(=O)([O-])[O-] 2-chloroethyl-ethylene diphosphate